Cl.N[C@@H](C)C(=O)N L-Alaninamide Hydrochloride